C(C)C1=CC=C(NC2=C(C(=CC(=C2F)F)F)F)C=C1 4-ethyl-N-(2,3,5,6-tetrafluorophenyl)aniline